sodium potassium tertiary butoxide CC(C)(C)[O-].[K+].[Na+].CC(C)(C)[O-]